(5S)-2-[3-(difluoromethyl)bicyclo[1.1.1]pentan-1-yl]-5-phenyl-2,5,6,7-tetrahydro-3H-pyrrolo[2,1-c][1,2,4]triazol-3-one FC(C12CC(C1)(C2)N2N=C1N(C2=O)[C@@H](CC1)C1=CC=CC=C1)F